[Cl-].[Cl-].C1(=CC=CC=C1)C(C1=CC=CC=C1)=[Zr+2](C1C2=CC(=CC=C2C=2C=CC(=CC12)N(C(C)C)C(C)C)C(C)(C)C)C1C=CC=C1 diphenylmethylene(cyclopentadienyl)(2-(diisopropylamino)-7-t-butyl-9-fluorenyl)zirconium dichloride